C(CCC)C1C(CC2CCC(CC2C1CCCC)C(=O)O)C(=O)O 3,4-dibutyl-2,6-decalindicarboxylic acid